3-(5,5-dimethyl-2-oxa-5-silahex-1-yl)-1,2,3,6-tetrahydropurin-2,6-dione C[Si](CCOCN1C(NC(C=2NC=NC12)=O)=O)(C)C